BrCCCCCCCCCCCCCCCC(F)F 16-bromo-1,1-difluorohexadecane